[Si](C1=CC=CC=C1)(C1=CC=CC=C1)(C(C)(C)C)OC[C@@H]1N([C@H]2C[C@H]2C1)C(=O)OC(C)(C)C tert-butyl (1s,3r,5s)-3-{[(tert-butyldiphenylsilyl) oxy] methyl}-2-azabicyclo[3.1.0]hexane-2-carboxylate